C(C=C)(=O)OCCCCCCCCC[Si](OCC)(OCC)C acryloyloxynonylmethyldiethoxysilane